2-((1-methyl-2-oxabicyclo[2.1.1]hexan-4-yl)methyl)-6-((2-methyl-6-(trifluoromethyl)pyridin-3-yl)sulfonyl)-2,6-diazaspiro[3.3]heptane CC12OCC(C1)(C2)CN2CC1(C2)CN(C1)S(=O)(=O)C=1C(=NC(=CC1)C(F)(F)F)C